C1(=CC(=CC=C1)C1=NC(=NC=C1Cl)NC1CCC(N(C1)C)=O)C1=CC=CC=C1 5-((4-([1,1'-biphenyl]-3-yl)-5-chloropyrimidin-2-yl)amino)-1-methylpiperidin-2-one